(1-ethoxy-4-hydroxy-7-(5-isopropyl-2-methylphenoxy)isoquinoline-3-carbonyl)glycine C(C)OC1=NC(=C(C2=CC=C(C=C12)OC1=C(C=CC(=C1)C(C)C)C)O)C(=O)NCC(=O)O